C[C@](N)(C(C)C)C(=O)O α-methyl-L-valine